(4S)-N-[(R)-(3-chloro-2,4-di-fluorophenyl)(3,3-dimethylcyclobutyl)methyl]-2-oxoimidazolidine-4-carboxamide ClC=1C(=C(C=CC1F)[C@H](NC(=O)[C@H]1NC(NC1)=O)C1CC(C1)(C)C)F